1-[5-Chloro-2-[4-(1-imino-1-oxo-1,4-thiazinan-4-yl)anilino]pyrimidin-4-yl]indol-4-amine ClC=1C(=NC(=NC1)NC1=CC=C(C=C1)N1CCS(CC1)(=O)=N)N1C=CC=2C(=CC=CC12)N